C1=CC=C(C=C1)C2=CC=CC=C2 The molecule is a benzenoid aromatic compound that consists of two benzene rings connected by a single covalent bond. Biphenyl occurs naturally in coal tar, crude oil, and natural gas. Formerly used as a fungicide for citrus crops. It has a role as an antimicrobial food preservative and an antifungal agrochemical. It is a member of benzenes, an aromatic fungicide and a member of biphenyls.